(6-((4-cyano-2-fluorobenzyl)oxy)pyridin-2-yl)piperazine-1-carboxylic acid tert-butyl ester C(C)(C)(C)OC(=O)N1C(CNCC1)C1=NC(=CC=C1)OCC1=C(C=C(C=C1)C#N)F